C1(=C(C(=CC2=CC3=CC4=CC5=CC=CC=C5C=C4C=C3C=C12)C=O)C=O)C=O pentacenetrialdehyde